Stannum iron [Fe].[Sn]